FC=1C=C(C=CC1)C1=N[C@H](C(NC2=C1C=CC=C2C)=O)N2C([C@@H]([C@@H](C2=O)CCC(F)(F)F)CCC(F)(F)F)=O (2R,3S)-N-[(3S)-5-(3-fluorophenyl)-9-methyl-2-oxo-2,3-dihydro-1H-1,4-benzodiazepin-3-yl]-2,3-bis(3,3,3-trifluoropropyl)succinimide